C1(CCC1)N1N=CC(=C1)NC(=O)C1=NC(=CN=C1)C=1C=NN(C1)C N-(1-cyclobutyl-1H-pyrazol-4-yl)-6-(1-methyl-1H-pyrazol-4-yl)pyrazine-2-carboxamide